C(C1=CC=CC=C1)(C1=CC=CC=C1)N1CC(C1)=C(C(C)=O)CC 3-(1-benzhydryl-azetidin-3-ylidene)-2-pentanone